3,3,5-Trimethylhexylmethacrylat CC(CCOC(C(=C)C)=O)(CC(C)C)C